C(C1=CC=CC=C1)OC1(C2=NN=C(C3=C(C=C(C(NC(CC=CCC1)=O)=N3)C(F)(F)F)[N+](=O)[O-])O2)C(F)(F)F 6-benzyloxy-17-nitro-6,15-bis(trifluoromethyl)-19-oxa-3,4,13,18-tetraazatricyclo[12.3.1.12,5]nonadec-1(17),2,4,9,14(18),15-hexa-en-12-one